Cl.OCCN(C1=C(C(=CC=C1)OC)N=O)CCO N,N-bis-(hydroxyethyl)-3-methoxy-nitrosoaniline hydrochloride